3-(N-phenylamino)propyl-trimethoxysilane C1(=CC=CC=C1)NCCC[Si](OC)(OC)OC